(R)-N-((S)-5-methyl-4-oxo-2,3,4,5-tetrahydrobenzo[b][1,4]oxazepin-3-yl)-4-phenyl-5,6-dihydro-4H-pyrrolo[1,2-b]pyrazole-2-carboxamide CN1C2=C(OC[C@@H](C1=O)NC(=O)C=1C=C3N(N1)CC[C@@H]3C3=CC=CC=C3)C=CC=C2